cobalt molybdenum lanthanum [La].[Mo].[Co]